BrC1=CC=CC=2C=3N(C(=NC12)N[C@H](C(C)C)C(=O)NCCOC)N=C(N3)C=3C=NN(C3)C N2-[7-bromo-2-(1-methyl-1H-pyrazol-4-yl)[1,2,4]triazolo[1,5-c]quinazolin-5-yl]-N-(2-methoxyethyl)-D-valinamide